4-[4-(2-aminoethyl)phenyl]-3-[6-[(1S,2S)-2-hydroxycyclopentyl]oxypyridazin-4-yl]oxybenzonitrile NCCC1=CC=C(C=C1)C1=C(C=C(C#N)C=C1)OC1=CN=NC(=C1)O[C@@H]1[C@H](CCC1)O